4-methylhexanol CC(CCCO)CC